((tert-Butoxycarbonyl)amino)-2-((hex-5-en-1-yloxy)carbonyl)hexanoic acid C(C)(C)(C)OC(=O)NC(C(=O)O)(CCCC)C(=O)OCCCCC=C